(S)-6-chloro-2-(5-(2,2-difluoro-1-methoxyethyl)-1H-1,2,4-triazol-3-yl)-7-fluoro-3-(1H-imidazol-1-yl)-5-methoxy-1-methyl-1H-indole ClC1=C(C=C2C(=C(N(C2=C1F)C)C1=NNC(=N1)[C@@H](C(F)F)OC)N1C=NC=C1)OC